ClC=1C=C(C=CC1)N1N=C(C2=C1C(N(CC2)C2=CC=C1CCN(C(C1=C2)=O)CCO)=O)C(=O)O 1-(3-Chlorophenyl)-6-[2-(2-hydroxyethyl)-1-oxo-3,4-dihydroisoquinolin-7-yl]-7-oxo-4,5-dihydropyrazolo[3,4-c]pyridine-3-carboxylic acid